N-(6-bromo-1,2,3,4-tetrahydronaphthalen-1-yl)pyridinecarboxamide BrC=1C=C2CCCC(C2=CC1)NC(=O)C1=NC=CC=C1